1,3,6,8-tetra-(4-methoxyphenyl)-2-benzyloxy-pyrene COC1=CC=C(C=C1)C1=C(C(=C2C=CC3=C(C=C(C4=CC=C1C2=C34)C3=CC=C(C=C3)OC)C3=CC=C(C=C3)OC)C3=CC=C(C=C3)OC)OCC3=CC=CC=C3